P(=O)(OC(C)(C)C)(OC(C)(C)C)O[C@H]1CN(CC1)C(CCCCCCCC1(CC1)CCCCCCCC)=O Di-tert-butyl (3R)-1-{8-[(cis)-octylcyclopropyl]octanoyl}pyrrolidin-3-yl phosphate